2-(6-methylpyridin-2-yloxy)-N-phenyl-N-(thiophen-2-ylmethyl)acetamide CC1=CC=CC(=N1)OCC(=O)N(CC=1SC=CC1)C1=CC=CC=C1